2-amino-5-(3-cyano-4-((1-phenylethyl)amino)quinolin-6-yl)-N,N-dimethylnicotinamide NC1=C(C(=O)N(C)C)C=C(C=N1)C=1C=C2C(=C(C=NC2=CC1)C#N)NC(C)C1=CC=CC=C1